Gamma-Carboxy-L-Glutamic acid C(=O)(O)C(C[C@H](N)C(=O)O)C(=O)O